C1(CC1)C1(NN(C=N1)S(=O)(=O)N(C)C)S(=O)(=O)N 3-cyclopropyl-N1,N1-dimethyl-1H-1,2,4-triazole-1,3-disulfonamide